ClC1=NC(=NC=C1C1(CC1)C(=O)OCC)SC ethyl 1-(4-chloro-2-(methylthio) pyrimidin-5-yl)cyclopropane-1-carboxylate